ClC1=C(C(=CC(=C1)[N+](=O)[O-])CCl)C 1-chloro-3-(chloromethyl)-2-methyl-5-nitrobenzene